(4R,5S)-4-ethynyl-2,2-dimethyl-5-[(2Z)-pent-2-en-1-yl]-1,3-dioxolane C(#C)[C@H]1OC(O[C@H]1C\C=C/CC)(C)C